O1CCC2=C1C=CC(=C2)C2C(C(NCC2)C)COC2=CC=C1CNC(C1=C2)=O (+/-)-6-{[(trans)-4-(2,3-dihydro-1-benzofuran-5-yl)-2-methylpiperidin-3-yl]methoxy}-2,3-dihydro-1H-isoindol-1-one